2-ethylhexyl 2-oxo-1,3-dioxolane-4-carboxylate O=C1OCC(O1)C(=O)OCC(CCCC)CC